CC1=NC(=CC(=C1)C=1NC2=CC=C(C=C2C1C(C)C)C1CCN(CC1)C(CNC(C)C)=O)C 1-(4-(2-(2,6-dimethylpyridin-4-yl)-3-isopropyl-1H-indol-5-yl)piperidin-1-yl)-2-(isopropylamino)ethan-1-one